(5Z)-5-(2,6-dimethylbenzylidene)-4-(4-(methylsulfonyl)phenyl)-3-phenylfuran-2(5H)-one CC1=C(\C=C/2\C(=C(C(O2)=O)C2=CC=CC=C2)C2=CC=C(C=C2)S(=O)(=O)C)C(=CC=C1)C